C(C)(C)(C)NS(=O)(=O)C1=CC=C(C=C1)C=1OC(C(N1)=CC=1SC=CC1)=O N-(tert-butyl)-4-(5-oxo-4-(thiophen-2-ylmethylene)-4,5-dihydrooxazol-2-yl)benzenesulfonamide